4-[2-(2-mercaptophenyl)diazenyl]phenylphosphoric acid SC1=C(C=CC=C1)N=NC1=CC=C(C=C1)OP(O)(O)=O